C(C)(C)C=1C=NN2C1N=C(N=C2NCC2=CC(=CC=C2)[N+](=O)[O-])OC2CCN(CC2)C 8-isopropyl-2-((1-methylpiperidin-4-yl)oxy)-N-(3-nitrobenzyl)pyrazolo[1,5-a][1,3,5]triazin-4-amine